FC1(CCC(CC1)NC(C(C=1C=NC=C(C1)F)N(C(=O)C12CCC(CC1)N2)C2=CC=C(C=C2)S(F)(F)(F)(F)F)=O)F N-[2-[(4,4-difluorocyclohexyl)amino]-1-(5-fluoro-3-pyridyl)-2-oxo-ethyl]-N-[4-(pentafluoro-λ6-sulfanyl)phenyl]-7-azabicyclo[2.2.1]heptane-1-carboxamide